silver 2,2-dimethyloctanoate CC(C(=O)[O-])(CCCCCC)C.[Ag+]